C(C)N=C=NCCC[NH+](C)C 3-(ethyliminomethyleneamino)propyl-dimethyl-ammonium